C(C=CC=CC=C\C=C/C=C\CCCCCCCCC)(=O)[O-] 8Z,11Z,14Z,17Z-eicosapentaenoate